2,2-dimethyl-8-(6-methyl-7-oxo-6,7-dihydro-1H-pyrrolo[2,3-c]pyridin-4-yl)-2H-1,4-benzoxazin-3(4H)-one CC1(OC2=C(NC1=O)C=CC=C2C=2C1=C(C(N(C2)C)=O)NC=C1)C